C(CCCCCCCCCCC)N(CCCN)C N-(n-dodecyl)-N-methyl-trimethylenediamine